ClC1=C(C=CC=C1)[C@H]1CC[C@H](N1C(=O)C1=CC=C(C=C1)C1=C(C=CC=C1OC)OC)C(=O)O (2S,5R)-5-(2-chlorophenyl)-1-(2',6'-dimethoxy-[1,1'-biphenyl]-4-carbonyl)pyrrolidine-2-carboxylic acid